Ethyl 2-(2,6-dimethyl-4-((4-(3-(trifluoromethyl) benzyl) piperazin-1-yl) methyl) phenoxy)-2-methylpropionate CC1=C(OC(C(=O)OCC)(C)C)C(=CC(=C1)CN1CCN(CC1)CC1=CC(=CC=C1)C(F)(F)F)C